[(2R,5S)-5-methyl-2-(2-oxo-3,4-dihydro-1H-quinolin-6-yl)-1-piperidyl]-N-[6-methyl-5-(trifluoromethyl)-3-pyridyl]-2-oxo-acetamide C[C@H]1CC[C@@H](N(C1)C(C(=O)NC=1C=NC(=C(C1)C(F)(F)F)C)=O)C=1C=C2CCC(NC2=CC1)=O